N'-(6-chloro-5-(trimethylsilyl)pyridazin-3-yl)-4-fluorobenzoyl-hydrazine ClC1=C(C=C(N=N1)NNC(C1=CC=C(C=C1)F)=O)[Si](C)(C)C